Cl.O=C1N(CC2=CC(=CC=C12)N1CC2(CC1)CNCC2)C2C(NC(CC2)=O)=O 3-(1-oxo-5-(2,7-diazaspiro[4.4]nonane-2-yl)isoindol-2-yl)piperidin-2,6-dione hydrochloride